N-(5-(3-oxabicyclo[3.1.0]hexane-6-carbonyl)-5,6-dihydro-4H-pyrrolo[3,4-d]thiazol-2-yl)-4-(2-methoxyphenyl)-6-methylnicotinamide C12COCC2C1C(=O)N1CC=2N=C(SC2C1)NC(C1=CN=C(C=C1C1=C(C=CC=C1)OC)C)=O